FCCN1N=NC2=C1C=C(C=C2)C=2C=CN1N=C(N=C(C12)OC)NCC(C#N)(C)C 3-((5-(1-(2-fluoroethyl)-1H-benzo[d][1,2,3]triazol-6-yl)-4-methoxypyrrolo[2,1-f][1,2,4]triazin-2-yl)amino)-2,2-dimethylpropanenitrile